bis(dicarboxyphenoxy)bis(trifluoromethyl)biphenyl C(=O)(O)C=1C(=C(OC=2C(=C(C=CC2C(F)(F)F)C2=CC=C(C=C2)C(F)(F)F)OC2=C(C(=CC=C2)C(=O)O)C(=O)O)C=CC1)C(=O)O